tert-butyl (2R,5S)-2-methyl-5-(((R)-3-methylmorpholino)methyl)piperazine-1-carboxylate C[C@H]1N(C[C@@H](NC1)CN1[C@@H](COCC1)C)C(=O)OC(C)(C)C